BrC=1C=C(C=CC1)N1C2=C(C=3N(C=4C=CC=CC4C3C3=C1C=CC=C3)C3=CC=CC=C3)C=CC=C2 9-(3-bromophenyl)-14-phenyl-9,14-dihydrodibenzo[2,3:6,7]azepino[4,5-b]indole